(3Z,6Z,9Z)-14-Methoxy-14-oxotetradeca-3,6,9-trien COC(CCC\C=C/C\C=C/C\C=C/CC)=O